C[C@H]1CN2C(C=3N1C(=NC3)[C@@](C(F)(F)F)(C)O)=CC(=N2)C23OCC(CC2)(CC3)C(=O)N 1-((S)-5-Methyl-3-((R)-1,1,1-trifluoro-2-hydroxypropan-2-yl)-5,6-dihydroimidazo[1,5-a]pyrazolo[5,1-c]pyrazin-9-yl)-2-oxabicyclo[2.2.2]octane-4-carboxamide